(1S)-1-(4,6-bis(1-methyl-1H-pyrazol-5-yl)thieno[2,3-b]pyridin-2-yl)ethanol CN1N=CC=C1C1=C2C(=NC(=C1)C1=CC=NN1C)SC(=C2)[C@H](C)O